dodecyl-sulphonate C(CCCCCCCCCCC)S(=O)(=O)[O-]